C(C)C=C(C(=O)O)CC 3-ethyl-ethylacrylic acid